bis(4-aminophenyl)-N,N'-diphenylbiphenyl-3,3'-diamine NC1=CC=C(C=C1)C1=C(C(=C(C=C1)C1=CC(=CC=C1)NC1=CC=CC=C1)C1=CC=C(C=C1)N)NC1=CC=CC=C1